COCCCC1=CN=C(C(=N1)N1CCC(CC1)C(=O)O)C1=CC=C(C=C1)S(=O)(=O)C 1-(6-(3-methoxypropyl)-3-(4-(methylsulfonyl)phenyl)pyrazin-2-yl)piperidine-4-carboxylic acid